N(=[N+]=[N-])CC(CC1=C(C=CC=C1)C1=C(C=CC(=C1)OC)F)(C)C 2-(3-azido-2,2-dimethylpropyl)-2'-fluoro-5'-methoxy-[1,1'-biphenyl]